CC1=CC=C(C=C1)S(=O)[O-].[K+] potassium p-toluenesulfinate